5-(5-(((1s,3R)-3-((tert-butyldimethylsilyl)oxy)cyclobutyl)ethynyl)pyridin-2-yl)-3-((2-((1S)-1-((tetrahydro-2H-pyran-2-yl)oxy)ethyl)-1H-imidazol-1-yl)methyl)isoxazole [Si](C)(C)(C(C)(C)C)OC1CC(C1)C#CC=1C=CC(=NC1)C1=CC(=NO1)CN1C(=NC=C1)[C@H](C)OC1OCCCC1